(S)-1-(3-cyanobenzyl)-4-fluoro-N-(5-methyl-4-oxo-2,3,4,5-tetrahydropyrido[3,2-b][1,4]oxazepin-3-yl)-1H-pyrazole-3-carboxamide C(#N)C=1C=C(CN2N=C(C(=C2)F)C(=O)N[C@@H]2C(N(C3=C(OC2)C=CC=N3)C)=O)C=CC1